6-[3-(trifluoromethyl)phenyl]-1-[[6-(trifluoromethyl)-3-pyridinyl]methyl]-3H-imidazo[4,5-b]pyridin-2-one FC(C=1C=C(C=CC1)C=1C=C2C(=NC1)NC(N2CC=2C=NC(=CC2)C(F)(F)F)=O)(F)F